NC1=CC(=C2O[C@@H](CCC=CC(C(C3=NN=C(C1=N2)O3)(C(F)(F)F)OCC3=CC=CC=C3)O)C)C(F)(F)F (12R)-17-Amino-6-benzyloxy-12-methyl-6,15-bis(trifluoromethyl)-13,19-dioxa-3,4,18-triazatricyclo[12.3.1.12,5]nonadeca-1(18),2,4,8,14,16-hexaen-7-ol